(3S)-3-{[N-(4-methoxy-1H-indole-2-carbonyl)-L-leucyl]amino}-2-oxo-4-[(3S)-2-oxopiperidin-3-yl]butyl 4,6-dimethylpyridine-3-carboxylate CC1=C(C=NC(=C1)C)C(=O)OCC([C@H](C[C@H]1C(NCCC1)=O)NC([C@@H](NC(=O)C=1NC2=CC=CC(=C2C1)OC)CC(C)C)=O)=O